di(2-ethylhexyl)succinate C(C)C(COC(CCC(=O)OCC(CCCC)CC)=O)CCCC